5-(5-bromo-thiazol-2-ylmethoxy)-2-cyclopentyl-2,3-dihydro-isoindol-1-one BrC1=CN=C(S1)COC=1C=C2CN(C(C2=CC1)=O)C1CCCC1